F[C@H]1CN(CC[C@H]1NC=1C=2N(C=C(C1)N)C(=C(N2)C#CCNC2=C(C=C(C=C2)S(=O)(=O)C)OC)C=C)C N8-((3S,4R)-3-fluoro-1-methylpiperidin-4-yl)-2-(3-((2-methoxy-4-(methylsulfonyl)phenyl)amino)prop-1-yn-1-yl)-3-vinylimidazo[1,2-a]pyridine-6,8-diamine